N(=[N+]=[N-])[C@@H]1[C@@H]2[C@H](OC1)[C@H](CO2)N=[N+]=[N-] (3S,3aR,6S,6aR)-3,6-diazido-hexahydrofuro[3,2-b]furan